C(CCC)OC(=O)N1C2(CC2)CN(CC1)C(=O)[O-] butyl-4,7-diazaspiro[2.5]octane-4,7-dicarboxylate